2-(cis-3-((5-(1-ethyl-1H-benzo[d][1,2,3]triazol-6-yl)-4-methoxypyrrolo[2,1-f][1,2,4]triazin-2-yl)amino)cyclobutoxy)ethan-1-ol C(C)N1N=NC2=C1C=C(C=C2)C=2C=CN1N=C(N=C(C12)OC)N[C@H]1C[C@H](C1)OCCO